BrCC(=O)N1CCN(CC1)S(=O)(=O)CC 2-bromo-1-(4-(ethylsulfonyl)piperazin-1-yl)ethan-1-one